ONC(C(=CC1=CC=C(C=C1)OC1=CC=CC=C1)N1N=NC(=C1)CNS(=O)(=O)C=1SC(=CC1)C1=NC=CC=C1)=O (S)-N-hydroxy-3-(4-phenoxyphenyl)-2-(4-((5-(pyridin-2-yl)thiophene-2-sulfonamido)methyl)-1H-1,2,3-triazol-1-yl)propenamide